2-(6-(1-hydroxy-1-(1-methylpiperidin-3-yl)ethyl)-4-methylpyridazin-3-yl)-5-(trifluoromethyl)phenol OC(C)(C1CN(CCC1)C)C1=CC(=C(N=N1)C1=C(C=C(C=C1)C(F)(F)F)O)C